C(#N)C1=CC=C(C=C1)C1=CC(=CC=2N1N=CN2)NC(C)=O N-[5-(4-cyanophenyl)-[1,2,4]triazolo[1,5-a]pyridin-7-yl]acetamide